N,N-dimethylmorpholine-3-carboxamide CN(C(=O)C1NCCOC1)C